FC(C1=CC(=NC=C1)C1=NN2C(=NC=3C=CC=CC3C2=N1)N[C@H]1CNCCCC1)(F)F (3R)-3-({2-[4-(trifluoromethyl)pyridin-2-yl][1,2,4]triazolo[1,5-c]quinazolin-5-yl}amino)azepan